BrC1=CC2=C(C(=NNC2=O)C)O1 2-bromo-7-methyl-5H-furo[2,3-d]pyridazin-4-one